Methyl 2-[methyl (4-pyridinyl)carbamothioylthio]propionate CN(C(=S)SC(C(=O)OC)C)C1=CC=NC=C1